ClC1=CC2=C(N(C(N=C2N2[C@H](CN([C@@H](C2)C)C(C=C)=O)C)=O)C=2C(=NC=CC2C)C(C)C)N=C1C1=C(C(=CC=C1)F)C(F)(F)F (M)-6-Chloro-4-[(2S,5R)-2,5-dimethyl-4-prop-2-enoyl-piperazin-1-yl]-7-[3-fluoro-2-(trifluorometh-yl)phenyl]-1-(2-isopropyl-4-methyl-3-pyridyl)pyrido[2,3-d]pyrimidin-2-one